Cl.N[C@H](C(=O)OC)CC1CCCC1 Methyl (S)-2-amino-3-cyclopentylpropanoate hydrochloride